COC(C1=CC=C(C=C1)N1N=C(C=C1C)C(F)(F)F)=O.C(C=C)(=O)OCCCCCC[SiH2]OCC acryloxyhexyl-ethoxysilane Methyl-4-[5-methyl-3-(trifluoromethyl)pyrazol-1-yl]benzoate